3-methyl-2-(5-(trifluoromethyl)-2-(trimethylsilyl)phenyl)pyridine CC=1C(=NC=CC1)C1=C(C=CC(=C1)C(F)(F)F)[Si](C)(C)C